C1(CC1)NC1=NC=C(C(=N1)NC=1C=C2C(=NC1)NC=C2)C(F)(F)F N2-cyclopropyl-N4-(1H-pyrrolo[2,3-b]pyridin-5-yl)-5-(trifluoromethyl)pyrimidine-2,4-diamine